CC(C(C=O)=C)C 3-methyl-2-methylenebutanal